tert-butyl N-[4-[acetyl(methyl)amino]-4-oxo-butyl]-N-tert-butoxycarbonyl-carbamate C(C)(=O)N(C(CCCN(C(OC(C)(C)C)=O)C(=O)OC(C)(C)C)=O)C